N=1C=C(N2C1N=CC=C2)C#CC=2C(=C(C(=O)NC1=CC(=CC(=C1)C(F)(F)F)CN1CCN(CC1)C)C=CC2)C 3-(imidazo[1,2-a]pyrimidin-3-ylethynyl)-2-methyl-N-(3-((4-methylpiperazin-1-yl)methyl)-5-(trifluoromethyl)phenyl)benzamide